C1(=CC=CC=C1)[IH+] (phenyl)iodonium